C(\C=C\C)N1C(C2=C(C(=C1)C=1C=C(C(=O)N(C)C)C=CC1OC)C=CN2)=O 3-[6-[(E)-but-2-enyl]-7-oxo-1H-pyrrolo[2,3-c]pyridin-4-yl]-4-methoxy-N,N-dimethylbenzamide